N-(3,6-dimethyl-9H-xanthen-9-yl)-2-oxo-5-(piperidin-1-yl)-6-(trifluoromethyl)-1,2-dihydropyridine-3-carboxamide CC=1C=CC=2C(C3=CC=C(C=C3OC2C1)C)NC(=O)C=1C(NC(=C(C1)N1CCCCC1)C(F)(F)F)=O